C(C)(C)(C)C1=C(C=CC=C1)C(C)(C)C 1,2-di-tert-butylbenzene